5-(4-(1-aminoethyl)piperazin-1-yl)-2,3-dihydro-1,4-benzodioxine NC(C)N1CCN(CC1)C1=CC=CC=2OCCOC21